C(C)(C)(C)C1=CC=C2C=CC=C3C4=CC=CC5=CC=CC(C1=C23)=C45 tertiary butyl-perylene